C(CCCCCCCCCCCCCCC#C)(=O)O 16-heptadecynic acid